3-chloro-1-(4,4-difluoropiperidin-1-yl)-6,7-dihydro-5H-cyclopenta[c]pyridine ClC1=CC2=C(C(=N1)N1CCC(CC1)(F)F)CCC2